3-(2-Chloroethyl)-2-methyl-9-hydroxy-4H-pyrido[1,2-a]pyrimid-4-one ClCCC1=C(N=C2N(C1=O)C=CC=C2O)C